BrC1=NN2C(N(C3=C(C2=O)C2(CCN(CC2)C(=O)OC(C)(C)C)OC3C)CC(=O)OC)=N1 tert-butyl 2-bromo-4-(2-methoxy-2-oxoethyl)-5-methyl-8-oxo-5,8-dihydro-4H-spiro[furo[3,4-d][1,2,4]triazolo[1,5-a]pyrimidine-7,4'-piperidine]-1'-carboxylate